1-((6-Chloro-3-((3,4-dichlorophenyl)amino)-9H-carbazol-1-yl)methyl)guanidine ClC=1C=C2C=3C=C(C=C(C3NC2=CC1)CNC(=N)N)NC1=CC(=C(C=C1)Cl)Cl